BrC1=CC=CC=2N(C(NC21)=O)[C@H]2CC[C@H](CC2)C(=O)NC2=CC(=CC=C2)C(F)(F)F (cis)-4-(4-bromo-2-oxo-2,3-dihydro-1H-1,3-benzodiazol-1-yl)-N-[3-(trifluoromethyl)phenyl]cyclohexane-1-carboxamide